CC=1C=C(C(=O)OC2CN(C2)C=2N=C(C3=C(N2)CC[S+]3[O-])N(C3CCOCC3)C)C=CC1 [1-[4-[methyl(tetrahydropyran-4-yl)amino]-5-oxido-6,7-dihydrothieno[3,2-d]pyrimidin-5-ium-2-yl]azetidin-3-yl] 3-methylbenzoate